CS(=O)(=O)C1=NC(=NC=C1)N1C=NC(=C1)C(F)(F)F 4-(methylsulfonyl)-2-(4-(trifluoromethyl)-1H-imidazol-1-yl)pyrimidine